[Cl-].C[N+](CC(COC(C(=C)C)=O)O)(C)C N,N,N-trimethyl-N-(2-hydroxy-3-methacryloxypropyl)-ammonium chloride